N,N-diethyl-3-(trimethoxysilyl)propylamine C(C)N(CC)CCC[Si](OC)(OC)OC